dimethyl-tertButylchlorosilane C[Si](Cl)(C(C)(C)C)C